OC1=C(C=CC=2C(C3=CC=CC=C3C(C12)=O)=O)O 1,2-dihydroxy-9,10-anthraquinone